ClS(=O)(=O)C1=C(SC=C1)C(=O)OC methyl 3-(chlorosulfonyl)-2-thiophenecarboxylate